CC=1C(=CN(C(C1C)=O)CCC)C=1C(=C(C=O)C(=CC1)F)F (4,5-dimethyl-6-oxo-1-propyl-1,6-dihydropyridin-3-yl)-2,6-difluorobenzaldehyde